4-((14-(3-(Difluoromethyl)-4-nitro-1H-pyrazol-1-yl)-3,6,9,12-tetraoxatetradecyl)amino)-2-(2,6-dioxopiperidin-3-yl)isoindoline-1,3-dione FC(C1=NN(C=C1[N+](=O)[O-])CCOCCOCCOCCOCCNC1=C2C(N(C(C2=CC=C1)=O)C1C(NC(CC1)=O)=O)=O)F